2-[[6,7-dichloro-2-(2-hydroxyacetyl)-10-(1H-pyrazol-4-yl)-3,4-dihydro-1H-pyrazino[1,2-a]indol-9-yl]oxy]acetamide ClC1=C(C=C(C=2C(=C3N(C12)CCN(C3)C(CO)=O)C=3C=NNC3)OCC(=O)N)Cl